5-(4-hydroxyphenyl)-10,15,20-tris(4-nitrophenyl)porphyrin copper [Cu].OC1=CC=C(C=C1)C=1C2=CC=C(N2)C(=C2C=CC(C(=C3C=CC(=C(C=4C=CC1N4)C4=CC=C(C=C4)[N+](=O)[O-])N3)C3=CC=C(C=C3)[N+](=O)[O-])=N2)C2=CC=C(C=C2)[N+](=O)[O-]